2-((2-ethyl-6-(2-(3-hydroxyazetidine-1-carbonyl)pyrimidin-5-yl)imidazo[1,2-a]pyridin-3-yl)(methyl)amino)-4-(4-fluorophenyl)thiazole-5-carbonitrile C(C)C=1N=C2N(C=C(C=C2)C=2C=NC(=NC2)C(=O)N2CC(C2)O)C1N(C=1SC(=C(N1)C1=CC=C(C=C1)F)C#N)C